F[C@H]1[C@@H]2CC[C@H](C[C@H]1N(C)C1=NC=C(N=C1)C1=C(C=C(C(=C1)F)C=1C=NN(C1)C)OCOC)N2C(=O)OC(C)(C)C tert-butyl (1S,2R,3R,5R)-2-fluoro-3-([5-[5-fluoro-2-(methoxymethoxy)-4-(1-methylpyrazol-4-yl)phenyl]pyrazin-2-yl](methyl)amino)-8-azabicyclo[3.2.1]octane-8-carboxylate